rel-3-[(3R,5S)-4-(3-amino-5-chloropyridin-2-yl)-3-(4-chlorophenyl)-5-(2-methylpropyl)piperazin-1-yl]-3-oxopropanoic acid NC=1C(=NC=C(C1)Cl)N1[C@@H](CN(C[C@@H]1CC(C)C)C(CC(=O)O)=O)C1=CC=C(C=C1)Cl |o1:9,13|